tert-butyl (S)-2-(((tert-butyldimethylsilyl) oxy) methyl)-4-methylenepyrrolidine-1-carboxylate [Si](C)(C)(C(C)(C)C)OC[C@H]1N(CC(C1)=C)C(=O)OC(C)(C)C